ClC=1SC(=C(N1)Cl)C(=O)N 2,4-dichlorothiazole-5-carboxamide